N[C@@H](CCC(=O)[O-])C(=O)OCCCCCCCl chlorohexyl glutamate